1-(4-(1-benzoylpiperidin-4-yl)butyl)-3-(pyridin-4-ylmethyl)urea C(C1=CC=CC=C1)(=O)N1CCC(CC1)CCCCNC(=O)NCC1=CC=NC=C1